C(C)(C)(C)OC(NCCOC1=CC(=C(C=C1)N)C)=O (2-(4-amino-3-methylphenoxy)ethyl)carbamic acid tert-butyl ester